CCCCC[C@@H](/C=C/C=C/C/C=C\\CCCC(=O)[O-])O The molecule is a polyunsaturated fatty acid anion that is the conjugate base of 12(S)-HHTrE, obtained by deprotonation of the carboxy group; major species at pH 7.3. It is a long-chain fatty acid anion and a hydroxy polyunsaturated fatty acid anion. It is a conjugate base of a 12S-HHTrE.